CN(C1=C(C=CC=C1)CC=C)C N,N-dimethyl-2-allylaniline